ClC1=C(C(=CC=2C3=C(C=NC12)CN([C@H]3C)C([C@@H](CO)O)=O)OC)Cl |&1:16| (2R)- and (2S)-1-((S)-6,7-dichloro-8-methoxy-1-methyl-1,3-dihydro-2H-pyrrolo[3,4-c]quinolin-2-yl)-2,3-dihydroxypropan-1-one